(S)-1-(3-(methyl-(4-nitrophenyl)amino)pyrrolidin-1-yl)ethanone CN([C@@H]1CN(CC1)C(C)=O)C1=CC=C(C=C1)[N+](=O)[O-]